N-((4'-(6-chloro-2-(((3R,3aR,6R,6aR)-6-hydroxyhexahydrofuro[3,2-b]furan-3-yl)oxy)-1H-imidazo[4,5-b]pyridin-5-yl)-[1,1'-biphenyl]-4-yl)methyl)-N-(phosphonomethyl)glycine ClC=1C=C2C(=NC1C1=CC=C(C=C1)C1=CC=C(C=C1)CN(CC(=O)O)CP(=O)(O)O)N=C(N2)O[C@H]2[C@@H]1[C@H](OC2)[C@@H](CO1)O